C(C1=CC=CC=C1)NC1=C(C=C(C=C1)S(=O)(=O)N(CC1=CC=C(C=C1)OC)CC)C=1N=CN(C1)C 4-(Benzylamino)-N-ethyl-N-[(4-methoxyphenyl)methyl]-3-(1-methylimidazol-4-yl)benzenesulfonamide